(R,E)-N-(7-Chloro-1-(1-[4-(dimethylamino)but-2-enoyl]azepan-3-yl)-1H-benzo[d]imidazol-2-yl)-2-methylisonicotinamide ClC1=CC=CC2=C1N(C(=N2)NC(C2=CC(=NC=C2)C)=O)[C@H]2CN(CCCC2)C(\C=C\CN(C)C)=O